ClC1=C(C(=CC=C1)Cl)N1C=2N(C3=C(C1=O)C=NC(=N3)NC3=CC=C(C=C3)N3CCOCC3)CCN2 6-(2,6-dichlorophenyl)-2-((4-morpholinylphenyl)amino)-8,9-dihydroimidazo[1,2-a]pyrimido[5,4-e]pyrimidin-5(6H)-one